NC1=CC=C(C=N1)N1CCCCC1 1-(6-aminopyridin-3-yl)piperidin